(4R)-N,N-dimethyl-1,2,3,3a,4,5,6,6a-octahydrocyclopenta[c]pyrrol-4-amine CN([C@@H]1CCC2CNCC21)C